C1N(CCC2=CC=CC=C12)C1=CC=C(C=C1)NC(C1=CC(=C(C(=C1)C=O)O)F)=O N-(4-(3,4-dihydroisoquinolin-2(1H)-yl)phenyl)-3-fluoro-5-formyl-4-hydroxybenzamide